N1C[C@@H](CCC1)C1=CC=C(C=C1)N1N=C2C(=CC=CC2=C1)C(=O)N (S)-2-(4-(piperidin-3-yl)phenyl)-2H-indazole-7-amide